2-methyl-N-((2-methyl-2H-pyrazolo[3,4-c]pyridin-5-yl)methylene)propane-2-sulfinamide CC(C)(C)S(=O)N=CC1=CC=2C(C=N1)=NN(C2)C